ClC=1C=C2C(=NC1)NC=C2C2=CC(=NC=C2C)C 5-chloro-3-(2,5-dimethylpyridin-4-yl)-1H-pyrrolo[2,3-b]pyridine